C(C)(C)(C)OC(=O)NC12CC(C1)(C2)C(=O)OC Methyl 3-{[(tert-butoxy)carbonyl]amino}bicyclo[1.1.1]pentane-1-formate